ClC=1C(=NC=CC1)NC(=O)C12C[C@H]3N([C@H](CC(C1)C3)C2)C2=NC=C(C=C2)C=2C=3N(C=C(C2)OCC(C)(C)O)N=CC3C#N (1R,3S,5s,7s)-N-(3-chloropyridin-2-yl)-2-(5-(3-cyano-6-(2-hydroxy-2-methylpropoxy)pyrazolo[1,5-a]pyridin-4-yl)pyridin-2-yl)-2-azaadamantane-5-carboxamide